C(C)OC(COC1=C(C=CC=C1)C)=O o-methylphenoxyacetic acid ethyl ester